N-(2-(4-(4-allylpiperazine-1-yl)piperidine-1-yl)-5-((6-((R)-3-(4-chloro-2-fluorophenyl)isoxazolidine-2-yl)pyrimidine-4-yl)amino)-4-methoxyphenyl)acrylamide C(C=C)N1CCN(CC1)C1CCN(CC1)C1=C(C=C(C(=C1)OC)NC1=NC=NC(=C1)N1OCC[C@@H]1C1=C(C=C(C=C1)Cl)F)NC(C=C)=O